(2S,4S)-4-[[(5S)-3-(3,5-difluorophenyl)-5-vinyl-4H-isoxazole-5-carbonyl]amino]tetrahydrofuran-2-carboxylic acid FC=1C=C(C=C(C1)F)C1=NO[C@](C1)(C(=O)N[C@H]1C[C@H](OC1)C(=O)O)C=C